N1=C(SC=2CNCCC21)N2C1CN(CC2CC1)C(=O)OCC1=CC=CC=C1 benzyl 8-(4,5,6,7-tetrahydrothiazolo[5,4-c]pyridin-2-yl)-3,8-diazabicyclo[3.2.1]octane-3-carboxylate